4-(2,4-dinitrophenylazo)phenol [N+](=O)([O-])C1=C(C=CC(=C1)[N+](=O)[O-])N=NC1=CC=C(C=C1)O